bicyclo[2.2.2]octa-5-en-2,3,7,8-tetracarboxylic acid C12C(C(C(C=C1)C(C2C(=O)O)C(=O)O)C(=O)O)C(=O)O